1,4-diamidinobenzene C(N)(=N)C1=CC=C(C=C1)C(N)=N